6-chloro-4-fluoroindan-2-amine hydrochloride Cl.ClC1=CC(=C2CC(CC2=C1)N)F